FC=1C(=C(C=CC1F)[C@H]1[C@@H](O[C@]([C@H]1C)(C(F)(F)F)C)C(=O)NC1=CC(=NC=C1)S(NCC(F)(F)F)(=O)=O)OC |o1:8,9,11,12| rel-(2R,3S,4S,5R)-3-(3,4-difluoro-2-methoxyphenyl)-4,5-dimethyl-N-(2-(N-(2,2,2-trifluoroethyl)sulfamoyl)pyridin-4-yl)-5-trifluoromethyltetrahydrofuran-2-carboxamide